N'-acetyl-4-amino-N-(4-(bicyclo[1.1.1]pentan-1-ylethynyl)-2-fluorobenzyl)-N',1-dimethyl-1H-pyrazolo[4,3-c]quinoline-8-carbohydrazide C(C)(=O)N(N(C(=O)C1=CC=2C3=C(C(=NC2C=C1)N)C=NN3C)CC3=C(C=C(C=C3)C#CC31CC(C3)C1)F)C